C(C)(C)(C)OC(=O)N1C[C@H]([C@@H](CC1)NC1=CC=C2C(=NN(C2=C1)C)N1C(N(C(C=C1)=O)CC1=CC=C(C=C1)OC)=O)C (3R,4R)-4-((3-(3-(4-methoxybenzyl)-2,4-dioxo-3,4-dihydropyrimidin-1(2H)-yl)-1-methyl-1H-indazol-6-yl)amino)-3-methylpiperidine-1-carboxylic acid tert-butyl ester